ClC1=C2C=CC(=CC2=CC=C1NC)S(=O)(=O)Cl 5-chloro-6-(methylamino)naphthalene-2-sulfonyl chloride